C[C@@H]1N(C[C@H](N(C1)C(C=C)=O)C)C=1C2=C(N(C(N1)=O)C=1C(=NC=CC1C)C(C)C)N=C(C(=C2)F)C2=C(C=CC=C2C)F (M)-4-[(2S,5R)-2,5-Dimethyl-4-prop-2-enoyl-piperazin-1-yl]-6-fluoro-7-(2-fluoro-6-methyl-phenyl)-1-(2-isopropyl-4-methyl-3-pyridyl)pyrido[2,3-d]pyrimidin-2-one